IC=1C(=C(C=CC1)C(C)C)I diiododi(methyl)phenylmethane